NC1=CC=C(C=C1)N1CC2(C1)CCC(CC2)=O 2-(4-aminophenyl)-2-azaspiro[3.5]nonane-7-one